3-(1,3-didecyl-2-(decyldimethylsilyl)-1,1,3,3-tetramethyltrisilan-2-yl)prop-2-yn-1-yl L-alaninate N[C@@H](C)C(=O)OCC#C[Si]([Si](C)(C)CCCCCCCCCC)([Si](C)(C)CCCCCCCCCC)[Si](C)(C)CCCCCCCCCC